2,2'-((4-fluorophenyl)methylene)bis(3-hydroxy-5,5-dimethylcyclohex-2-en-1-one) FC1=CC=C(C=C1)C(C=1C(CC(CC1O)(C)C)=O)C=1C(CC(CC1O)(C)C)=O